3-(3-((2-((4-methyl-2-(1-methylpiperidin-4-yl)oxazol-5-yl)amino)-5-(trifluoromethyl)pyrimidin-4-yl)amino)propyl)-1,3-oxazinan-2-one CC=1N=C(OC1NC1=NC=C(C(=N1)NCCCN1C(OCCC1)=O)C(F)(F)F)C1CCN(CC1)C